N1(N=CC=C1)CCCCNC(=O)C1=NOC(=C1)C=1SC=CC1Cl N-(4-(1H-pyrazol-1-yl)butyl)-5-(3-chlorothiophen-2-yl)isoxazole-3-carboxamide